C(C)(=O)OC1(CC1)C=1C(=NC(=CC1)Cl)F [1-(6-chloro-2-fluoropyridin-3-yl)cyclopropyl] acetate